N1N=NC=C1CN1CCC(CC1)C=1C=C2C(=C(NC2=CC1)C=1C=C(C=2N(C1)N=NN2)C)C(C)C 6-(5-(1-((1H-1,2,3-triazol-5-yl)methyl)piperidin-4-yl)-3-isopropyl-1H-indol-2-yl)-8-methyltetrazolo[1,5-a]pyridine